2,6-dimethyl-1,4-dihydroxybenzene CC1=C(C(=CC(=C1)O)C)O